ethyl 4-(2-((3-chlorophenyl)-D-leucyl)-5,5-difluoro-2-azabicyclo[2.2.2]octane-3-carboxamido)-2-fluoro-5-(2-oxopyrrolidin-3-yl)pent-2-enoate ClC=1C=C(C=CC1)N[C@H](CC(C)C)C(=O)N1C2CC(C(C1C(=O)NC(C=C(C(=O)OCC)F)CC1C(NCC1)=O)CC2)(F)F